ClC1=NC=C(C=C1C(=O)O)OC[C@H](C)NS(=O)(=O)C(F)(F)F 2-chloro-5-[(2S)-2-(trifluoromethylsulfonylamino)propoxy]pyridine-3-carboxylic acid